4-((2s,4s)-4-(4-fluoro-1H-pyrazol-1-yl)-1-((5-methoxy-7-methyl-1H-indol-4-yl)methyl)piperidin-2-yl)benzoic acid FC=1C=NN(C1)[C@@H]1C[C@H](N(CC1)CC1=C2C=CNC2=C(C=C1OC)C)C1=CC=C(C(=O)O)C=C1